1-[4-(4,4,5,5-tetramethyl-1,3,2-dioxaborolan-2-yl)benzenesulfonyl]-N-[4-(trifluoromethoxy)phenyl]piperidin-4-amine CC1(OB(OC1(C)C)C1=CC=C(C=C1)S(=O)(=O)N1CCC(CC1)NC1=CC=C(C=C1)OC(F)(F)F)C